tert-butyl 4-((2-amino-5-(5-oxo-4,5-dihydro-1,2,4-oxadiazol-3-yl)phenyl)amino)piperidine-1-carboxylate NC1=C(C=C(C=C1)C1=NOC(N1)=O)NC1CCN(CC1)C(=O)OC(C)(C)C